C(C)(=O)C=1C=C(C(N(C1)C1=CC=C(C=C1)F)=O)C(=O)O 5-acetyl-1-(4-fluorophenyl)-2-oxo-1,2-dihydropyridine-3-carboxylic acid